10-(2,7-dihydroxynaphthyl)-10H-9-oxa-10-phosphaphenanthrene OC1=C(C2=CC(=CC=C2C=C1)O)P1OC2=CC=CC=C2C=2C=CC=CC12